Lithium nickel-cobalt-magnesium [Mg].[Co].[Ni].[Li]